FC=1C(=NC=CC1C#CC=1C=C2C(=NC1)NN=C2)NS(=O)(=O)C=2C(=NC=C(C2)C)OC N-[3-Fluoro-4-(2-{1H-pyrazolo[3,4-b]pyridin-5-yl}ethynyl)pyridin-2-yl]-2-methoxy-5-methyl-pyridine-3-sulfonamide